(4-(tert-butyl)phenyl)acrylic acid C(C)(C)(C)C1=CC=C(C=C1)C(C(=O)O)=C